(1R,2R,4aS,5R)-5-(2-(4-bromophenoxy)ethyl)-1-(hydroxymethyl)-1,4-dimethyl-6-methylenedecahydronaphthalen-2-ol BrC1=CC=C(OCC[C@@H]2[C@@H]3C(C[C@H]([C@@](C3CCC2=C)(C)CO)O)C)C=C1